C(CCC)[C@@]1(CS(C2=C(N(C1)C1=CC=CC=C1)C=C(C(=C2)CSC(C(=O)O)(C)C)OC)(=O)=O)C (S)-2-(((3-butyl-7-methoxy-3-methyl-1,1-dioxido-5-phenyl-2,3,4,5-tetrahydro-1,5-benzothiazepin-8-yl)methyl)thio)-2-methylpropanoic acid